2-(bromomethyl)-3-propyloxirane BrCC1OC1CCC